(R)-4-(chloromethyl)-N-(1-methoxypropan-2-yl)pyridin-2-amine ClCC1=CC(=NC=C1)N[C@@H](COC)C